COC1=NC(=CC(=C1)CN1C[C@@H](N(C[C@H]1C)C1=CC(N(C=2C=CC(=NC12)C#N)C)=O)C)C(F)(F)F 8-[(2s,5r)-4-{[2-methoxy-6-(trifluoromethyl)pyridin-4-yl]methyl}-2,5-dimethylpiperazin-1-yl]-5-methyl-6-oxo-5,6-dihydro-1,5-naphthyridine-2-carbonitrile